O.C(C)(C)(C)OC(=O)N1CCNCC1 Piperazine-1-carboxylic acid tert-butyl ester hydrate